F[C@H]1[C@H](O[C@@H]([C@H]1O)CO)N1C(N=C(C=C1)NC(C1=NC=C(C=C1)C)=O)=O N-(1-((2S,3R,4R,5R)-3-fluoro-4-hydroxy-5-(hydroxymethyl)tetrahydrofuran-2-yl)-2-oxo-1,2-dihydropyrimidin-4-yl)-5-methylpicolinamide